(Z)-1-octanol C(CCCCCCC)O